5-methylhexahydropyrrolo[3,4-b]pyrrol CN1CC2NCCC2C1